benzyl 4-(4-chloro-2-methylphenyl)piperazine-1-carboxylate ClC1=CC(=C(C=C1)N1CCN(CC1)C(=O)OCC1=CC=CC=C1)C